O[C@H]1[C@@H](O[C@@H]([C@H]([C@@H]1O)O)CO)OC1=CC=C(C=O)C=C1 4-(((2S,3R,4S,5S,6R)-3,4,5-Trihydroxy-6-(hydroxymethyl)tetrahydro-2H-pyran-2-yl)oxy)benzaldehyde